tridecafluorooctylsilane FC(C(C(C(C(F)(F)[SiH3])(F)F)(F)F)(F)F)(CCC(F)(F)F)F